N-(4-(4-(3-(3-fluorophenethyl)ureido)phenoxy)-7-methoxyquinazolin-6-yl)butanamide FC=1C=C(CCNC(NC2=CC=C(OC3=NC=NC4=CC(=C(C=C34)NC(CCC)=O)OC)C=C2)=O)C=CC1